N-((3R,4S)-4-((8-(3-cyano-3-methyl-azetidin-1-yl)-6-(2,6-dichloro-3,5-dimethoxyphenyl)pyrido[3,4-d]pyrimidin-2-yl)amino)tetrahydrofuran-3-yl)acrylamide C(#N)C1(CN(C1)C1=NC(=CC2=C1N=C(N=C2)N[C@H]2[C@H](COC2)NC(C=C)=O)C2=C(C(=CC(=C2Cl)OC)OC)Cl)C